ClC1=CC(=NC(=N1)C=1SC=C(N1)C)NC1[C@H](CCCC1)O (1S)-2-((6-chloro-2-(4-methylthiazol-2-yl)pyrimidin-4-yl)amino)cyclohexan-1-ol